8-[(1R)-1-[[2-(2-Fluorophenyl)-3-pyridyl]amino]ethyl]-6-methyl-4-oxo-2-(3-pyridyl)chromene-3-carbonitrile FC1=C(C=CC=C1)C1=NC=CC=C1N[C@H](C)C=1C=C(C=C2C(C(=C(OC12)C=1C=NC=CC1)C#N)=O)C